N1(C=NC=C1)C1=NC=CC(=N1)S(=O)(=O)C 2-(1H-imidazol-1-yl)-4-(methylsulfonyl)pyrimidine